4-cyano-4-[(dodecyl-sulfanyl)thiocarbonyl]Valeric acid C(#N)C(CCC(=O)O)(C)C(=S)SCCCCCCCCCCCC